6-[3-(methoxymethoxy)-4-(4,4,5,5-tetramethyl-1,3,2-dioxaborolan-2-yl)phenyl]-N-methylpyrimidin-4-amine COCOC=1C=C(C=CC1B1OC(C(O1)(C)C)(C)C)C1=CC(=NC=N1)NC